3-[5-(5-Bromopentyl)-3-methyl-2-oxo-1,3-benzodiazol-1-yl]piperidine-2,6-dione BrCCCCCC1=CC2=C(N(C(N2C)=O)C2C(NC(CC2)=O)=O)C=C1